[Br-].C(C)(C)(C)C=1C=C(CC2=C(C=CC=C2)P(C2=CC=CC=C2)C2=CC=CC=C2)C=C(C1O)C(C)(C)C (3,5-di-tert-butyl-4-hydroxybenzyl)triphenylphosphine bromide